(5-bromo-3-chloro-2-fluorophenyl)(oxo)acetic acid BrC=1C=C(C(=C(C1)C(C(=O)O)=O)F)Cl